(E)-7-diethylamino-3-(4-pyridyl)vinyl-coumarin C(C)N(C1=CC=C2C=C(C(OC2=C1)=O)\C=C\C1=CC=NC=C1)CC